((methacryloyloxy)methyl)phosphonic acid C(C(=C)C)(=O)OCP(O)(O)=O